CC1=NN2C=3CNCC3C=NC2=C1 2-Methyl-7,8-dihydro-6H-1,4,7,8b-tetraaza-as-indacene